C(C)(C)(C)OC(=O)N1C([C@@H](CCCC1)N)C (3R)-3-amino-2-methyl-azepane-1-carboxylic acid tert-butyl ester